1-amino-4-cyano-2,3-dihydro-1H-indene NC1CCC2=C(C=CC=C12)C#N